C1(CCC1)C1=CC=C2C=C(C(NC2=C1C(=O)N)=O)C(=O)N(C)[C@H]1CS(C=C1)(=O)=O (R)-7-Cyclobutyl-N-(1,1-dioxido-2,3-dihydrothiophen-3-yl)-N-methyl-2-oxo-1,2-dihydroquinoline-3,8-dicarboxamide